ClC1=CC=C(C=N1)C=CC(=O)NC1=C(C(=NN1)C1=CC=NC=C1)C 3-(6-chloropyridin-3-yl)-N-(4-methyl-3-(pyridin-4-yl)-1H-pyrazol-5-yl)propenamide